tert-butyl (3-(((6-methoxy-2-(2-methoxyimidazo[2,1-b][1,3,4]thiadiazol-6-yl)benzofuran-4-yl)oxy)methyl)phenyl)(methyl)carbamate COC1=CC2=C(C=C(O2)C=2N=C3SC(=NN3C2)OC)C(=C1)OCC=1C=C(C=CC1)N(C(OC(C)(C)C)=O)C